C(N)(=O)C1=NN(C(=C1)C)C1=CC=C(CC2=CC=C(C=C2)C=2CN(CC2)C(=O)OC(C)(C)C)C=C1 tert-butyl 3-(4-(4-(3-carbamoyl-5-methyl-1H-pyrazol-1-yl) benzyl) phenyl)-2,5-dihydro-1H-pyrrole-1-carboxylate